CC(C)(S(=O)NCC1=NC=CC(=C1F)C=1C=C2C(=NN(C2=CC1)C(C)C)COC1=C(C=CC=C1)CC(=O)OCC)C (-)-ethyl 2-(2-((5-(2-((1,1-dimethylethylsulfinamido)methyl)-3-fluoropyridin-4-yl)-1-isopropyl-1H-indazol-3-yl)methoxy)phenyl)acetate